C1(CCC1)[C@@H](C(=O)O)N(C(=O)OC)C1C2=CC=CC=C2C=2C=CC=CC12 (2S)-2-cyclobutyl-2-(9H-fluoren-9-yl-methoxycarbonyl-amino)acetic acid